N1=CC(=CC=C1CN(C(C1=CN=C(C=C1)\N=C(/NC)\N)=O)[C@H](C)C1=C(C=CC=C1)F)C1=CC=NC=C1 (R,Z)-N-([3,4'-bipyridyl]-6-ylmethyl)-6-((amino(methylamino)methylene)amino)-N-(1-(2-fluorophenyl)ethyl)nicotinamide